C(C)N1CCN(CC1)C=1C=C(C=C(C1)C(F)(F)F)NC(C1=CN=C(C(=C1)NC1=NC=CC(=N1)C=1C=NC=CC1)C)=O N-[3-(4-Ethyl-piperazin-1-yl)-5-trifluoromethyl-phenyl]-6-methyl-5-(4-pyridin-3-yl-pyrimidin-2-ylamino)-nicotinamide